O=C1N=C2C(C=NC=C2C(=O)N)=N1 2-oxoimidazo[4,5-c]pyridine-7-carboxamide